5-Chloro-3-(4-nitrophenyl)-1-[4-(trifluoromethoxy)phenyl]-1,2,4-triazol ClC1=NC(=NN1C1=CC=C(C=C1)OC(F)(F)F)C1=CC=C(C=C1)[N+](=O)[O-]